C1CCC2=C(C=CC=C12)C1=C(C=C2C(=N1)C(=NN2)C=2C=CC(=NC2)C2CN(C2)C(=O)C2OCCC2)OC (3-(5-(5-(2,3-Dihydro-1H-inden-4-yl)-6-methoxy-1H-pyrazolo[4,3-b]pyridin-3-yl)pyridin-2-yl)azetidin-1-yl)(tetrahydrofuran-2-yl)methanone